1-butoxybutane C(CCC)OCCCC